CC1=CC=C(C=C1)S(=O)(=O)NCC1=CC=C(C=C1)C1=CC=NC=2NC(C=CC12)=O 4-methyl-N-(4-(7-oxo-7,8-dihydro-1,8-naphthyridin-4-yl)benzyl)benzenesulfonamide